COS(=O)(=O)O.CN1CN(C=C1)C 1,3-dimethyl-imidazole methyl-sulfate salt